COC1=NC(=CC(=C1)C(\C(=C\C1=CC=C(C=C1)OC)\C)=O)OC (E)-1-(2,6-dimethoxypyridin-4-yl)-3-(4-methoxyphenyl)-2-methylpropan-2-en-1-one